3-aminopyridin-2(1H)one NC=1C(NC=CC1)=O